3-(6-methoxypyridin-3-yl)-5-(4,4,5,5-tetramethyl-1,3,2-dioxaborolan-2-yl)-1-tosyl-1H-pyrrolo[2,3-b]pyridine COC1=CC=C(C=N1)C1=CN(C2=NC=C(C=C21)B2OC(C(O2)(C)C)(C)C)S(=O)(=O)C2=CC=C(C)C=C2